2-(5-(cyclopropylmethyl)-3-(3-(4,5-dihydrofuran-2-yl)-4-fluorophenyl)-4-(3-fluoro-4-sulfamoylbenzyl)-1H-pyrazol-1-yl)thiazole-4-carboxylic acid C1(CC1)CC1=C(C(=NN1C=1SC=C(N1)C(=O)O)C1=CC(=C(C=C1)F)C=1OCCC1)CC1=CC(=C(C=C1)S(N)(=O)=O)F